CC(CCCCCC)P(OCC(CCCC)CC)([O-])=O.[Nd+3].C(C)C(COP([O-])(=O)C(CCCCCC)C)CCCC.C(C)C(COP([O-])(=O)C(CCCCCC)C)CCCC neodymium (2-ethylhexyl) ((1-methylheptyl) phosphonate)